3-(4-{3-cyanobicyclo[1.1.1]pentan-1-yl}phenoxymethyl)-1-(4-methoxybenzoyl)pyrrolidine-3-carboxylic acid C(#N)C12CC(C1)(C2)C2=CC=C(OCC1(CN(CC1)C(C1=CC=C(C=C1)OC)=O)C(=O)O)C=C2